4-(4-methyl-2,5-dioxoimidazolidin-4-yl)benzoic acid CC1(NC(NC1=O)=O)C1=CC=C(C(=O)O)C=C1